IC=1C=NN(C1C)CC12CC3(CC(CC(C1)(C3)C)(C2)C)OCCOCCOCCN(C(OC(C)(C)C)=O)C tert-butyl (2-{2-[2-({3-[(4-iodo-5-methyl-1H-pyrazol-1-yl)methyl]-5,7-dimethyltricyclo[3.3.1.13,7]dec-1-yl}oxy)ethoxy]ethoxy}ethyl)methylcarbamate